[Cl-].C(C(=C)C)(=O)OCC[N+](CC)(CC)CC 2-methacryloxyethyltriethyl-ammonium chloride